5-(3-isopropyl-5-(1-(oxetan-3-yl)piperidin-4-yl)-1H-indol-2-yl)-1,3,6-trimethylpyridin-2(1H)-one C(C)(C)C1=C(NC2=CC=C(C=C12)C1CCN(CC1)C1COC1)C=1C=C(C(N(C1C)C)=O)C